ClC1=CC=NC2=CC=C(C=C12)C1=CC=C(C=C1)N1CCN(CC1)C 4-chloro-6-(4-(4-methylpiperazin-1-yl)phenyl)quinoline